{6-[(3S,4S)-4-amino-3-methyl-2-oxa-8-azaspiro[4.5]decan-8-yl]-3-[5-chloro-3-(dimethylamino)quinoxalin-6-yl]-1H-pyrazolo[3,4-b]pyrazin-5-yl}methanol N[C@@H]1[C@@H](OCC12CCN(CC2)C2=C(N=C1C(=N2)NN=C1C=1C(=C2N=C(C=NC2=CC1)N(C)C)Cl)CO)C